BrCCOC1=CC=C(C=C1)OC(F)(F)F 1-(2-Bromoethoxy)-4-(trifluoromethoxy)benzene